2-chloro-4-(4-fluoropyrid-3-yl)pyrimidine ClC1=NC=CC(=N1)C=1C=NC=CC1F